N[C@@]1(CN(CC1)C1=C(C=NC=C1C1=CC(=C(C=C1)F)C#N)C(=O)NC1=C(C=CC=C1)F)C 4-[(3S)-3-amino-3-methylpyrrolidin-1-yl]-5-(3-cyano-4-fluorophenyl)-N-(2-fluorophenyl)pyridine-3-carboxamide